sodium difluoro (phospho) phosphate P(=O)(OF)(OF)OP(=O)=O.[Na]